1-(2,4-Dimethyl-6,7-dihydro-5H-pyrrolo[4,3-b]pyridin-6-yl)-2-{1-[2-(trifluoromethyl)pyridin-4-yl]azetidin-3-yl}ethane-1-imine CC1=CC(=C2C(=N1)CN(C2)C(CC2CN(C2)C2=CC(=NC=C2)C(F)(F)F)=N)C